1,3,5,7-tetramethyl-8-phenyl-2,4,6-trioxa-8-phospha-adamantane CC12OC3(OC(OC(P1C1=CC=CC=C1)(C3)C)(C2)C)C